S1C=NC2=C1C=C(C=C2)N(C2=N\C(\C(N2)=O)=C/C2=CC1=C(OCCO1)C=C2)C (Z)-2-(benzo[d]thiazol-6-yl-(methyl)amino)-5-((2,3-dihydrobenzo[b][1,4]dioxin-6-yl)methylene)-3,5-dihydro-4H-imidazol-4-one